FC=1C=C(C=CC1)S(=O)(=O)N1CC2=C(C1)CN(C2)C([C@@H](C2=CC=CC=C2)O)=O (2R)-1-[5-(3-fluorobenzenesulfonyl)-1H,2H,3H,4H,5H,6H-pyrrolo[3,4-c]pyrrol-2-yl]-2-hydroxy-2-phenylethan-1-one